FC=1C(N(CN(C1)S(=O)(=O)C1=CC=C(C)C=C1)C)=N 5-fluoro-4-imino-3-methyl-1-tosyl-3,4-dihydropyrimidin